BrC=1C=C(N(C1)NC(=O)OC(C)(C)C)C#N N-(4-bromo-2-cyanopyrrol-1-yl)(tert-butoxy)carboxamide